6-((3-(hydroxymethyl)-3-methylazetidin-1-yl)methyl)-2-(6-((1S,3S)-3-methyl-1-(4-methyl-4H-1,2,4-triazol-3-yl)cyclobutyl)imidazo[1,2-a]pyridin-8-yl)-4-(trifluoromethyl)isoindol-1-one OCC1(CN(C1)CC1=CC(=C2CN(C(C2=C1)=O)C=1C=2N(C=C(C1)C1(CC(C1)C)C1=NN=CN1C)C=CN2)C(F)(F)F)C